1,1-Dimethyl-cyclopropan CC1(CC1)C